BrC=1C(=NN(C1)C)C(F)(F)F 4-bromo-1-methyl-3-(tri-fluoromethyl)-1H-pyrazole